C(C)(C)(C)OC(=O)N1[C@@H](CN(CC1)C1=C(C(=CC=C1)Cl)Cl)C (R)-4-(2,3-dichlorophenyl)-2-methylpiperazine-1-carboxylic acid tert-butyl ester